7-[5-chloranyl-2-[2-[2,6-di(methyl)-4-oxidanylidene-7,8-dihydro-5H-pyrido[4,3-d]pyrimidin-3-yl]ethoxy]phenyl]-5-methyl-thieno[3,2-b]pyridine-3-carboxylic acid ClC=1C=CC(=C(C1)C1=C2C(=NC(=C1)C)C(=CS2)C(=O)O)OCCN2C(=NC1=C(C2=O)CN(CC1)C)C